2,3,5-trifluoro-4-[(4-methoxyphenyl)methoxy]-N-{[(1r,4r)-4-{6-[2-(5-oxa-2,8-diazaspiro[3.5]nonan-2-yl)pyrimidin-5-yl]-2H-indazol-2-yl}cyclohexyl]methyl}benzamide FC1=C(C(=O)NCC2CCC(CC2)N2N=C3C=C(C=CC3=C2)C=2C=NC(=NC2)N2CC3(C2)OCCNC3)C=C(C(=C1F)OCC1=CC=C(C=C1)OC)F